2-(4-(((6-(cyclopropyl(4-(trifluoromethyl)benzyl)amino)-5-fluoropyrimidin-4-yl)amino)methyl)-4-hydroxypiperidin-1-yl)acetamide C1(CC1)N(C1=C(C(=NC=N1)NCC1(CCN(CC1)CC(=O)N)O)F)CC1=CC=C(C=C1)C(F)(F)F